NC1=NC=C(C2=C1C=NN2)NC(C(N2[C@@H](CC[C@H](C2)C)C=2N(N=CC2)C)=O)=O |r| N-(4-Amino-1H-pyrazolo[4,3-c]pyridin-7-yl)-2-oxo-2-[rac-(2S,5R)-5-methyl-2-(2-methyl-pyrazol-3-yl)-1-piperidyl]acetamide